(R)-N-[(6S)-1'-[5-[(5-chloro-4-oxo-3H-quinazolin-6-yl)sulfanyl]pyrazin-2-yl]spiro[4,6-dihydrocyclopenta[d]thiazole-5,4'-piperidin]-6-yl]-2-methyl-propane-2-sulfinamide ClC1=C2C(NC=NC2=CC=C1SC=1N=CC(=NC1)N1CCC2(CC1)[C@@H](C1=C(N=CS1)C2)N[S@](=O)C(C)(C)C)=O